2-hydroxy-4-(methylthio)butanoate calcium [Ca+2].OC(C(=O)[O-])CCSC.OC(C(=O)[O-])CCSC